2,4,6-trichlorophenylurea ClC1=C(C(=CC(=C1)Cl)Cl)NC(=O)N